C(#N)C1=CC=C(C=C1C1=CC=C(C=C1)CN1C(=NC(=C1C(=O)OC)CC)CCC)C1=CC=CC=C1 methyl 1-((6'-cyano-[1,1':3',1''-terphenyl]-4-yl)methyl)-4-ethyl-2-propyl-1H-imidazole-5-carboxylate